((1s,3s)-3-((5-(1-(2,2-difluoroethyl)-2-methyl-1H-imidazo[4,5-b]pyrazin-6-yl)-7H-pyrrolo[2,3-d]pyrimidin-2-yl)amino)-1-methylcyclobutyl)(pyrrolidin-1-yl)methanone FC(CN1C(=NC=2C1=NC(=CN2)C2=CNC=1N=C(N=CC12)NC1CC(C1)(C)C(=O)N1CCCC1)C)F